zinc-iron-copper [Cu].[Fe].[Zn]